CC=1C=NC=CC1C1CN(C1)C1C(CCCC1)OC=1C=C2CN(C(C2=CC1)=O)C1C(NC(CC1)=O)=O 3-(5-((2-(3-(3-methylpyridin-4-yl)azetidin-1-yl)cyclohexyl)oxy)-1-oxoisoindolin-2-yl)piperidine-2,6-dione